2-acetyl-3-hydroxypyridine-4-one C(C)(=O)C1=NC=CC(C1O)=O